C[C@@H]1N(CC1)C=1N=C(C2=C(N1)CCC2)C2=CC=C(C=C2)C(CS(=O)(=O)C)=O 1-[4-[2-[(2S)-2-methylazetidin-1-yl]-6,7-dihydro-5H-cyclopenta[d]pyrimidin-4-yl]phenyl]-2-methylsulfonyl-ethanone